sphinganine phosphate P(=O)(O)(O)O.OC[C@H](N)[C@H](O)CCCCCCCCCCCCCCC